tert-butyl 1-(6-(2-hydroxy-4-(trifluoromethyl)phenyl)-5-methyl-1,2,4-triazin-3-yl)octahydro-6H-pyrrolo[2,3-c]pyridine-6-carboxylate OC1=C(C=CC(=C1)C(F)(F)F)C1=C(N=C(N=N1)N1CCC2C1CN(CC2)C(=O)OC(C)(C)C)C